tert-butyl 1-(2-{[3-(trifluoromethyl)phenyl]formamido}acetyl)-octahydro-1H-pyrrolo[3,2-b]pyridine-4-carboxylate FC(C=1C=C(C=CC1)C(=O)NCC(=O)N1CCC2N(CCCC21)C(=O)OC(C)(C)C)(F)F